C1(CC1)C1=NN(C(=C1OC1=CC=C(C=C1)S(N)(=O)=O)C1=CC=CC=C1)C=1SC=C(N1)C(=O)OCC ethyl 2-(3-cyclopropyl-5-phenyl-4-(4-sulfamoylphenoxy)-1H-pyrazol-1-yl)thiazole-4-carboxylate